C1(=CC=CC=C1)S(=O)(=O)OC=1C(=CC=2C3CC[C@@]4([C@H](CCC4C3CCC2C1)O)C)OC (13S,17S)-17-hydroxy-2-methoxy-13-methyl-7,8,9,11,12,13,14,15,16,17-decahydro-6H-cyclopenta[a]phenanthren-3-yl benzenesulfonate